2',2'''-(pyridine-2,6-diyl)bis(3-(1-adamantyl)-5-(tripropylsilyl)-[1,1'-biphenyl]-2-ol) N1=C(C=CC=C1C1=C(C=CC=C1)C=1C(=C(C=C(C1)[Si](CCC)(CCC)CCC)C12CC3CC(CC(C1)C3)C2)O)C2=C(C=CC=C2)C=2C(=C(C=C(C2)[Si](CCC)(CCC)CCC)C23CC1CC(CC(C2)C1)C3)O